CN1C(C(C2=CC=CC=C12)=NC1=CC=CC=C1)=O 1-methyl-3-(phenylimino)indol-2-one